4-((5-(dimethylamino)-4-phenylthiophen-2-yl)methylene)-3-(trifluoromethyl)isoxazol-5(4H)-one CN(C1=C(C=C(S1)C=C1C(=NOC1=O)C(F)(F)F)C1=CC=CC=C1)C